CC(C=C(C(=O)OCCCC)C(=O)OCCCC)C di-n-butyl (2-methylpropylidene)malonate